5-fluoro-7-(5-fluoro-2-(((3s,4r)-3-hydroxytetrahydro-2H-pyran-4-yl)amino)pyrimidin-4-yl)-1-isopropyl-4-oxo-1,4-dihydroquinoline-2-carboxylic acid methyl ester COC(=O)C=1N(C2=CC(=CC(=C2C(C1)=O)F)C1=NC(=NC=C1F)N[C@H]1[C@@H](COCC1)O)C(C)C